3-(3-(4-(Chloromethyl)phenyl)-5-(tetrahydro-2H-pyran-4-yl)-3H-imidazo[4,5-b]pyridin-2-yl)pyridin-2-amine ClCC1=CC=C(C=C1)N1C(=NC=2C1=NC(=CC2)C2CCOCC2)C=2C(=NC=CC2)N